Tert-butyl 8-(3,4-dimethylbenzyl)-6-oxooctahydro-2H-pyrazino[1,2-a]pyrazine-2-carboxylate CC=1C=C(CN2CC3N(CCN(C3)C(=O)OC(C)(C)C)C(C2)=O)C=CC1C